C1(=CC(=CC=C1)S(=O)(=O)Cl)S(=O)(=O)Cl Benzene-1,3-disulfonyl chloride